(S)-benzyl 2-(((benzyloxy)carbonyl)amino)-5-oxo-5-(piperidin-1-yl)pentanoate C(C1=CC=CC=C1)OC(=O)N[C@H](C(=O)OCC1=CC=CC=C1)CCC(N1CCCCC1)=O